(R)-3-(1-((4-Hydroxy-1-(3-phenylbutanoyl)piperidin-4-yl)methyl)6-oxo-4-phenyl-1,6-dihydropyridin-3-yl)benzamide OC1(CCN(CC1)C(C[C@@H](C)C1=CC=CC=C1)=O)CN1C=C(C(=CC1=O)C1=CC=CC=C1)C=1C=C(C(=O)N)C=CC1